cyanatosilver O(C#N)[Ag]